2-cyclopropyl-9-(2,2-difluoro-1,3-benzodioxol-5-yl)-7-[4-(difluoromethoxy)phenyl]-8H-pyrido[1,2-a]pyrimidin-8-one C1(CC1)C1=NC=2N(C=C1)C=C(C(C2C2=CC1=C(OC(O1)(F)F)C=C2)=O)C2=CC=C(C=C2)OC(F)F